4-(4-methylphenylthio)phenyl-ethanone CC1=CC=C(C=C1)SC1=CC=C(C=C1)C(C)=O